zinc chloride salt hydrate O.[Cl-].[Zn+2].[Cl-]